COC1=CC=CC=2C=3N(C(=NC12)N)N=C(N3)[C@@H]3C[C@@H](C3)C3=CC=C(C=C3)[C@@]3(NCCCC3)C(F)(F)F 7-methoxy-2-(cis-3-{4-[(2R)-2-(trifluoromethyl)piperidin-2-yl]phenyl}cyclobutyl)[1,2,4]triazolo[1,5-c]quinazolin-5-amine